FC(C1=CC2=C(C(=NC3=C(O2)C=C(C=C3)C)N3CCN(CC3)CC(C(=O)OC)(C)C)C=C1)F methyl 3-(4-(3-(difluoromethyl)-7-methyldibenzo[b,f][1,4]oxazepin-11-yl) piperazin-1-yl)-2,2-dimethylpropionate